N-[4-Bromo-3-methyl-2-nitro-6-(trifluoromethyl)phenyl]formamide BrC1=C(C(=C(C(=C1)C(F)(F)F)NC=O)[N+](=O)[O-])C